4-(4-butyl-1-((5-methoxy-7-methyl-1H-indol-4-yl)methyl)piperazin-2-yl)benzoic acid C(CCC)N1CC(N(CC1)CC1=C2C=CNC2=C(C=C1OC)C)C1=CC=C(C(=O)O)C=C1